FC(C=1C=CC=2N(N1)C(=CN2)C2=CC(=NC=N2)N2CC(CCC2)C(=O)NCCO)F 1-(6-(6-(Difluoromethyl)imidazo[1,2-b]pyridazin-3-yl)pyrimidin-4-yl)-N-(2-hydroxyethyl)piperidine-3-carboxamide